3-(hydroxymethyl)adamantan-1-ol OCC12CC3(CC(CC(C1)C3)C2)O